methyl 2-(1-(5-bromopyrimidin-2-yl)-3-methyl-1,2,3,6-tetrahydropyridin-4-yl)acetate BrC=1C=NC(=NC1)N1CC(C(=CC1)CC(=O)OC)C